2-[([1,4]dioxan-2-ylmethyl)-amino]-9-methoxy-1-methyl-10-(2,2,2-trifluoro-ethoxy)-6,7-dihydro-pyrido[2,1-a]isoquinolin-4-one O1C(COCC1)CNC=1C(=C2N(CCC3=CC(=C(C=C23)OCC(F)(F)F)OC)C(C1)=O)C